(S)-1-(4-(2-((4,4-difluoro-1-methylpyrrolidin-2-yl)methoxy)-7-(5,6-dimethyl-1H-indazol-4-yl)-5,6,7,8-tetrahydropyrido[3,4-d]pyrimidin-4-yl)piperazin-1-yl)-2-fluoroprop-2-en-1-one FC1(C[C@H](N(C1)C)COC=1N=C(C2=C(N1)CN(CC2)C2=C1C=NNC1=CC(=C2C)C)N2CCN(CC2)C(C(=C)F)=O)F